C(C)(=O)O[C@@H]1O[C@H]([C@H]([C@@H]1OC(C)=O)OC(C1=CC=CC=C1)=O)COC(C1=CC=CC=C1)=O (2S,3S,4R,5S)-4-(benzoyloxy)-5-((benzoyloxy)methyl)tetra-hydrofuran-2,3-diyl diacetate